[Li+].[Sb]([O-])([O-])(O)=O.[Li+] lithium antimonate lithium